β-aminopropionic acid benzyl ester hydrochloride Cl.C(C1=CC=CC=C1)OC(CCN)=O